C(CCC)S(=O)(=O)N1CCC(CC1)N(C(=O)C=1N=CC2=CC=CC=C2C1)CCOC N-(1-(butylsulfonyl)piperidin-4-yl)-N-(2-methoxyethyl)isoquinoline-3-carboxamide